C(C)(=O)N1C[C@H](CC1)NC=1N=CC(=NC1OC)C1=CNC2=C(C=CC=C12)C#N 3-(5-[[(3S)-1-acetylpyrrolidin-3-yl]amino]-6-methoxypyrazin-2-yl)-1H-indole-7-carbonitrile